C(#N)C=1C(=NC2=CC(=CC=C2C1C1=C2C=NN(C2=CC=C1C)C1OCCCC1)C1=CC=NN1C)N1CC2(CN(C2)C(=O)OC(C)(C)C)CC1 tert-butyl 6-(3-cyano-4-(5-methyl-1-(tetrahydro-2H-pyran-2-yl)-1H-indazol-4-yl)-7-(1-methyl-1H-pyrazol-5-yl) quinolin-2-yl)-2,6-diazaspiro[3.4]octane-2-carboxylate